4-nitrophenyl 4-(6-((6-acetyl-8-cyclopentyl-5-methyl-7-oxo-7,8-dihydropyrido[2,3-d]pyrimidin-2-yl)amino)pyridin-3-yl)piperazine-1-carboxylate C(C)(=O)C1=C(C2=C(N=C(N=C2)NC2=CC=C(C=N2)N2CCN(CC2)C(=O)OC2=CC=C(C=C2)[N+](=O)[O-])N(C1=O)C1CCCC1)C